FCCCCC[Si](OCCC)(OCCC)OCCC 5-fluoropentyltri-n-propoxysilane